C1CC12CN(C2)S(=O)(=O)C=2C=C(C=CC2)C(=O)N2[C@H](CCC2)C(=O)N[C@H](C)C2=CC=C(C=C2)Cl 1-((3-(5-azaspiro[2.3]hex-5-ylsulfonyl)phenyl)carbonyl)-N-((1R)-1-(4-chlorophenyl)ethyl)-D-prolinamide